(2S,3R)-methyl 3-((R or S)-2-(1-(2,5-bis(trifluoromethyl)benzyl)piperidin-4-yl)-1-methyl-1,2,3,4-tetrahydroquinolin-7-yl)-3-cyclopropyl-2-methylpropanoate FC(C1=C(CN2CCC(CC2)[C@@H]2N(C3=CC(=CC=C3CC2)[C@@H]([C@@H](C(=O)OC)C)C2CC2)C)C=C(C=C1)C(F)(F)F)(F)F |o1:11|